4-(6,7-difluoro-1-(pyridazin-3-ylmethyl)-benzimidazol-2-yl)-1,2,5-oxadiazol-3-amine FC=1C=CC2=C(N(C(=N2)C=2C(=NON2)N)CC=2N=NC=CC2)C1F